rac-(2,2'-bis(diphenylphosphino)-1,1'-binaphthyl) C1(=CC=CC=C1)P(C1=C(C2=CC=CC=C2C=C1)C1=C(C=CC2=CC=CC=C12)P(C1=CC=CC=C1)C1=CC=CC=C1)C1=CC=CC=C1